BrCCCCCCC1N(C2=NC=CC=C2CC1)C(=O)OC1=CC=CC=C1 phenyl 2-(6-bromohexyl)-3,4-dihydro-1,8-naphthyridine-1(2H)-carboxylate